O=C1NC(CCC1C=1C=CC(=NC1)N1CCC(CC1)CC(=O)O)=O {1-[5-(2,6-dioxopiperidin-3-yl)pyridin-2-yl]piperidin-4-yl}acetic acid